ClC1=NC=NC2=CC(=C(C=C12)OC1COCC1)OC 4-chloro-7-methoxy-6-((tetrahydrofuran-3-yl)oxy)quinazoline